3-amino-2,3,4,5-tetrahydro-2-oxo-1H-benzazepine NC1C(NC2=C(CC1)C=CC=C2)=O